N[C@H](C(=O)NC1=CC=C(C=C1)[C@@H]([C@H](C(=O)N1CCN(CC1)C)NC(OC(C)(C)C)=O)C)C1CCCCC1 tert-Butyl N-[(2R,3S)-3-{4-[(2S)-2-amino-2-cyclohexylacetamido]phenyl}-1-(4-methylpiperazin-1-yl)-1-oxobutan-2-yl]carbamate